The molecule is a ceramide phosphoethanolamine (38:2) in which the acyl and the sphingoid base specified is (15Z)-tetracosenoyl and tetradecasphing-4-enine respectively. It is a ceramide phosphoethanolamine (38:2) and a N-acyltetradecasphingosine-1-phosphoethanolamine. It derives from a (15Z)-tetracosenoic acid. CCCCCCCCC/C=C/[C@H]([C@H](COP(=O)(O)OCCN)NC(=O)CCCCCCCCCCCCC/C=C\\CCCCCCCC)O